C(C1=CC=CC=C1)OC(=O)N1C[C@H]([C@H](C1)C1=CN=C2N1C1=C(N=C2)N(C=C1)S(=O)(=O)C1=CC=C(C)C=C1)CC (3S,4R)-3-ethyl-4-(3-tosyl-3H-imidazo[1,2-a]pyrrolo[2,3-e]pyrazin-8-yl)pyrrolidine-1-carboxylic acid benzyl ester